bis-hydroxyethylglycinate sodium salt [Na+].OCCN(CC(=O)[O-])CCO